OC[C@H]1O[C@H]([C@H]2[C@@H]1OC(O2)(C)C)N2C=CC=1C2=NC(=C(C1NC1CCCC1)C#N)Cl 1-[(3aR,4R,6R,6aR)-6-(hydroxymethyl)-2,2-dimethyl-3a,4,6,6a-tetrahydrofuro[3,4-d][1,3]dioxol-4-yl]-6-chloro-4-(cyclopentylamino)pyrrolo[2,3-b]pyridine-5-carbonitrile